FS(F)(F)(F)(F)C=C1CC(OCC1)(C1=CC=CC=C1)C1=CC=CC=C1 4-((pentafluoro-λ6-sulfanyl)methylene)-2,2-diphenyltetrahydro-2H-pyran